C1(=CC=CC=C1)[C@@H]1[C@H](C1)NC(=O)[C@@H]1CNC[C@H]1C(=O)N[C@@H]1[C@H](C1)C1=CC=CC=C1 (3S,4S)-N3,N4-bis((1S,2R)-2-phenylcyclopropyl)pyrrolidine-3,4-dicarboxamide